N4-(imidazo[1,2-a]pyridin-3-yl)-N2-(3-(methylsulfonamido)phenyl)thiophene-2,4-dicarboxamide N=1C=C(N2C1C=CC=C2)NC(=O)C=2C=C(SC2)C(=O)NC2=CC(=CC=C2)NS(=O)(=O)C